[Cd].[He] helium cadmium